4-(benzylsulfanyl)-2-methoxy-6-(1-methyl-1H-imidazol-4-yl)pyridine C(C1=CC=CC=C1)SC1=CC(=NC(=C1)C=1N=CN(C1)C)OC